FC(C1=NNC(=C1)CC1CC2(CN(C2)C(=O)N2CC3(C2)NC(CCC3)=O)C1)F 2-[6-[[3-(difluoromethyl)-1H-pyrazol-5-yl]methyl]-2-azaspiro[3.3]heptane-2-carbonyl]-2,5-diazaspiro[3.5]nonan-6-one